BrC1=CC(=NC=C1)CBr 4-bromo-2-(bromomethyl)pyridine